(3R,5R)-3-((6-((S)-amino(cyclohexyl)methyl)-3-(tetrahydro-2H-pyran-4-yl)imidazo[1,2-b][1,2,4]triazin-2-yl)methyl)-5-(trifluoromethyl)piperidin-2-one N[C@H](C=1N=C2N(N=C(C(=N2)C2CCOCC2)C[C@@H]2C(NC[C@@H](C2)C(F)(F)F)=O)C1)C1CCCCC1